ClC=1C=C2C(=C(C=NC2=C(C1)F)C#N)N1CCNCC1 6-chloro-8-fluoro-4-(piperazin-1-yl)quinoline-3-carbonitrile